O=C1NC(CCC1N1C(C2=CC=C(C=C2C1=O)N1CCN(CC1)C1=NC=C(C(=O)OC(C)(C)C)C=C1)=O)=O tert-Butyl 6-(4-(2-(2,6-dioxopiperidin-3-yl)-1,3-dioxoisoindolin-5-yl)piperazin-1-yl)nicotinate